FC(C(=O)N(C1C(C1)C1=CC=C(C=C1)F)CC1CCN(CC1)CCOC1=NC=C(C(=O)OC)C=C1)(F)F Methyl 6-(2-(4-((2,2,2-trifluoro-N-(2-(4-fluorophenyl)cyclopropyl)acetamido)methyl) piperidin-1-yl)ethoxy)nicotinate